Nα,Nε-bis(tert-butoxycarbonyl)-L-lysine dicyclohexylammonium salt C1(CCCCC1)[NH2+]C1CCCCC1.C(C)(C)(C)OC(=O)N[C@@H](CCCCNC(=O)OC(C)(C)C)C(=O)[O-]